tert-butyl 7-(3-(2-(methoxymethoxy)phenyl)-7-((2-(trimethylsilyl)ethoxy)methyl)-7H-pyrrolo[2,3-c]pyridazin-6-yl)-5-methyl-2,5-diazaspiro[3.4]octane-2-carboxylate COCOC1=C(C=CC=C1)C1=CC2=C(N=N1)N(C(=C2)C2CN(C1(CN(C1)C(=O)OC(C)(C)C)C2)C)COCC[Si](C)(C)C